1-amino-6-chloro-3-methylindolin-2-one NN1C(C(C2=CC=C(C=C12)Cl)C)=O